1,5-diphenyl-3-(4-tert-butyl-phenyl)-dihydropyrazole C1(=CC=CC=C1)N1NC(C=C1C1=CC=CC=C1)C1=CC=C(C=C1)C(C)(C)C